N-methyl-N,N,N-tri[2-(pentylcarbonyloxy)ethyl]ammonium hydrogensulfate S(=O)(=O)(O)[O-].C[N+](CCOC(=O)CCCCC)(CCOC(=O)CCCCC)CCOC(=O)CCCCC